N-((S)-(7-((R*)-1-(((S)-tert-Butylsulfinyl)amino)-2-methylpropyl)imidazo[1,2-b]pyridazin-2-yl)(4,4-difluorocyclohexyl)methyl)-1-isopropyl-1H-pyrazole-5-carboxamide C(C)(C)(C)[S@](=O)N[C@H](C(C)C)C1=CC=2N(N=C1)C=C(N2)[C@@H](NC(=O)C2=CC=NN2C(C)C)C2CCC(CC2)(F)F |o1:7|